C1(=CC=C(C=C1)C1C2=CC=CC=C2C=2C=CC=CC12)C 9-(4-tolyl)fluorene